1-N'-(4-fluorophenyl)-1-N-[4-[7-(1H-imidazol-2-yl)-6-methylquinolin-4-yl]oxyphenyl]cyclopropane-1,1-dicarboxamide FC1=CC=C(C=C1)NC(=O)C1(CC1)C(=O)NC1=CC=C(C=C1)OC1=CC=NC2=CC(=C(C=C12)C)C=1NC=CN1